N-((5-chloro-6-(oxazol-4-ylmethoxy)-1H-indol-2-yl)methyl)pyrrolidine-1-carboxamide ClC=1C=C2C=C(NC2=CC1OCC=1N=COC1)CNC(=O)N1CCCC1